OC[C@H](CB(OC(C)(C[C@@H](C)O)C)O)C=1C=NC=C(C1)C1=CC(=C(C=C1)OC)OCCC (R)-4-hydroxy-2-methylpentan-2-yl hydrogen ((R)-3-hydroxy-2-(5-(4-methoxy-3-propoxyphenyl)pyridin-3-yl)propyl)boronate